4-Chloro-6-(1-methyl-1H-pyrazol-4-yl)pyrazolo[1,5-a]pyrazine-3-carbonitrile ClC=1C=2N(C=C(N1)C=1C=NN(C1)C)N=CC2C#N